5,5'-diallyl-2,2'-biphenyl C(C=C)C=1C=CC(=CC1)C1=CC=C(C=C1)CC=C